NC1=NCN(C=C1)[C@@H]1CS[C@@H](O1)CO (2R-cis)-4-amino-1-(2-hydroxymethyl-1,3-oxathiolan-5-yl)-1H-pyrimidine